N1(CC1)CCC(=O)OCC(COC(CCN1CC1)=O)(COC(CCN1CC1)=O)COC(CCN1CC1)=O pentaerythritol tetrakis[3-(1-aziridinyl) propionate]